C(C)(C)(C)OC(=O)C=1C(=NC(=NC1)C(F)(F)F)CCCCCO 4-(5-hydroxypentyl)-2-(trifluoromethyl)pyrimidine-5-carboxylic acid tert-butyl ester